N1=NN(C2=NC=CC=C21)C2=CC(=C(C(=O)N([C@H]1CNCCC1)C1=NC=CC3=C1C=C(S3)C3=CC(=C(C(=C3)C)C(N)=O)C)C=C2)F (R)-4-(3H-[1,2,3]triazolo[4,5-b]pyridin-3-yl)-N-(2-(4-carbamoyl-3,5-dimethylphenyl)thieno[3,2-c]pyridin-4-yl)-2-fluoro-N-(piperidin-3-yl)benzamide